(1S,2S)-N-(3-(6-(2-((tert-butyldimethylsilyl)oxy)propan-2-yl)-4-methylpyridin-3-yl)-1-methyl-2-oxo-1,2-dihydro-1,6-naphthyridin-7-yl)-2-fluorocyclopropane-1-carboxamide [Si](C)(C)(C(C)(C)C)OC(C)(C)C1=CC(=C(C=N1)C=1C(N(C2=CC(=NC=C2C1)NC(=O)[C@H]1[C@H](C1)F)C)=O)C